COCCOCCCC(=O)NCC(=O)N1[C@H]2C[C@]2(C[C@H]1C(=O)O)C (1S,3S,5S)-2-((4-(2-methoxyethoxy)butyryl)glycyl)-5-methyl-2-azabicyclo[3.1.0]hexane-3-carboxylic acid